N-benzyl-quinoline C(C1=CC=CC=C1)N1CC=CC2=CC=CC=C12